9,9-diphenyl-2-bromofluorene C1(=CC=CC=C1)C1(C2=CC=CC=C2C=2C=CC(=CC12)Br)C1=CC=CC=C1